O=C1N(CCC1)C(=O)N 2-oxopyrrolidine-1-formamide